[S+2].[Pd+2] palladium (II) sulfur